methyloxymethyltin COC[Sn]